tertiary butylcyclohexylcaproic acid C(C)(C)(C)C(C(=O)O)(CCCC)C1CCCCC1